bis-(2,3-epoxybutyl) adipate C(CCCCC(=O)OCC1C(C)O1)(=O)OCC1C(C)O1